C(=O)C=1C=NC(=NC1)CNC(OCC1=CC=CC=C1)=O BENZYL (5-FORMYLPYRIMIDIN-2-YL)METHYLCARBAMATE